ClC1=C(C=C(OC2=CC=C(C=C2)C2=NC3=CC(=C(C=C3C(=N2)N)OCCOC)OCCOC)C=C1)C(F)(F)F (4-(4-chloro-3-(trifluoromethyl)phenoxy)phenyl)-6,7-bis(2-methoxyethoxy)quinazolin-4-amine